N-(2-chloro-4-fluoro-3-((3-(2-methoxyethyl)-5-methyl-4-oxo-3,4-dihydroquinazolin-6-yl)amino)phenyl)propane-1-sulfonamide ClC1=C(C=CC(=C1NC=1C(=C2C(N(C=NC2=CC1)CCOC)=O)C)F)NS(=O)(=O)CCC